1,3,4,6-tetra-O-acetyl-2-amino-2-deoxy-beta-D-glucopyranose hydrochloride CC(=O)OC[C@@H]1[C@H]([C@@H]([C@H]([C@@H](O1)OC(=O)C)N)OC(=O)C)OC(=O)C.Cl